((3-bromo-2-fluorobenzyl)oxy)(tert-butyl)dimethylsilane BrC=1C(=C(CO[Si](C)(C)C(C)(C)C)C=CC1)F